COC1=C(N=CC(=N1)C(=O)O)C(F)(F)F 6-methoxy-5-(trifluoromethyl)pyrazine-2-carboxylic acid